C(C)N(C(C1=C(C(=CC(=C1)C)OC)S(N)(=O)=O)=O)CC N,N-diethyl-3-methoxy-5-methyl-2-sulfamoyl-benzamide